N1C(=NC2=C1C=CC=C2)C2=CC=C(C=C2)NC(=O)NC2=CC=C(C=C2)C2=NC1=C(N2)C=CC=C1 1-[4-(1H-Benzoimidazol-2-yl)-phenyl]-3-[4-(1H-benzoimidazol-2-yl)-phenyl]-urea